2-(7-(5-((tert-butyldimethylsilyl)oxy)pentyl)-2,7-diazaspiro[3.5]nonan-2-yl)propane-1,3-diol [Si](C)(C)(C(C)(C)C)OCCCCCN1CCC2(CN(C2)C(CO)CO)CC1